1-(pyridin-2-ylmethyl)-3-((4-trifluoromethylphenyl)ethynyl)-4-(4-(trifluoromethyl)phenyl)-1H-pyrrole-2,5-dione N1=C(C=CC=C1)CN1C(C(=C(C1=O)C1=CC=C(C=C1)C(F)(F)F)C#CC1=CC=C(C=C1)C(F)(F)F)=O